(R)-3-hydroxy-1-methyl-3-[2-[3-(4,4,5,5-tetramethyl-1,3,2-dioxaborolan-2-yl)-4-(trifluoromethoxy)phenyl]ethynyl]pyrrolidin-2-one O[C@@]1(C(N(CC1)C)=O)C#CC1=CC(=C(C=C1)OC(F)(F)F)B1OC(C(O1)(C)C)(C)C